ClC1=C(C=CC=C1)C=1N=CN(C1C1CC1)CC=1C=CC2=C(N(C=N2)C)C1 6-[[4-(2-chlorophenyl)-5-cyclopropyl-imidazol-1-yl]methyl]-1-methyl-benzimidazole